ClC=1C=C2C=C(N(C2=CC1)C)C(=O)N1CCC(CC1)C(=O)C=1OC(=NN1)C=1SC=CC1 (5-chloro-1-methyl-1H-indol-2-yl)(4-(5-(thiophene-2-yl)-1,3,4-oxadiazol-2-carbonyl)piperidin-1-yl)methanone